ClC1=C(C=CC=C1Cl)N1C2CN(CC1C2)CC=2C=C1CN(C(C1=CC2)=O)N2C(NC(CC2)=O)=O 1-(5-((6-(2,3-dichlorophenyl)-3,6-diazabicyclo[3.1.1]heptane-3-yl)methyl)-1-oxoisoindolin-2-yl)dihydropyrimidine-2,4(1H,3H)-dione